3-(6-fluoropyridin-3-yl)-6-(3-methyl-1H-1,2,4-triazol-1-yl)-2-(4-(4-methyl-4H-1,2,4-triazol-3-yl)piperidin-1-yl)benzonitrile FC1=CC=C(C=N1)C=1C(=C(C#N)C(=CC1)N1N=C(N=C1)C)N1CCC(CC1)C1=NN=CN1C